N-((4-(6-(6-(Difluoromethyl)imidazo[1,2-b]pyridazin-3-yl)pyrimidin-4-yl)-3-methyl-1-(methyl-d3)piperazin-2-yl)methyl)methanesulfonamide FC(C=1C=CC=2N(N1)C(=CN2)C2=CC(=NC=N2)N2C(C(N(CC2)C([2H])([2H])[2H])CNS(=O)(=O)C)C)F